(R)-benzyl 2-(((benzyloxy)carbonyl)amino)-3-(3-ethyl-4-fluorobenzamido)propanoate C(C1=CC=CC=C1)OC(=O)N[C@@H](C(=O)OCC1=CC=CC=C1)CNC(C1=CC(=C(C=C1)F)CC)=O